C(#N)C=1C=CC2=C(N(C(=N2)NC(CC(C)(C)O)=O)C2CCC2)C1 N-(6-cyano-1-cyclobutyl-1H-benzo[d]imidazol-2-yl)-3-hydroxy-3-methylbutanamide